1-(3-(3-(1H-pyrazol-4-yl)quinoxaline-6-carbonyl)-4,5-difluorophenyl)-3-(4-chloro-3-fluorophenyl)urea N1N=CC(=C1)C=1C=NC2=CC=C(C=C2N1)C(=O)C=1C=C(C=C(C1F)F)NC(=O)NC1=CC(=C(C=C1)Cl)F